4-(3-bromophenoxy)benzenesulfonyl chloride BrC=1C=C(OC2=CC=C(C=C2)S(=O)(=O)Cl)C=CC1